di-tert-butyl 4-((S)-4-((benzyloxy) carbonyl)-3-(cyanomethyl) piperazin-1-yl)-2-(methylsulfinyl)-6,7-dihydro-5H-pyrimido[5,4-e][1,4]diazepine-5,8(9H)-dicarboxylate C(C1=CC=CC=C1)OC(=O)N1[C@H](CN(CC1)C1=NC(=NC2=C1N(CCN(C2)C(=O)OC(C)(C)C)C(=O)OC(C)(C)C)S(=O)C)CC#N